1H-indol-3-amine hydrogen chloride Cl.N1C=C(C2=CC=CC=C12)N